3-((4-chloro-2,6-difluorobenzyl)amino)-5-(2-chlorophenoxy)-4H-benzo[e][1,2,4]thiadiazine 1,1-dioxide ClC1=CC(=C(CNC2=NS(C3=C(N2)C(=CC=C3)OC3=C(C=CC=C3)Cl)(=O)=O)C(=C1)F)F